ClC=1N=C(N(C1C=O)CC1=CC=C(C=C1)C1=C(SC(=C1)CC(C)C)NS(=O)(=O)C(=O)OCCCC)C1=CC=CC=C1 4-chloro-5-formyl-2-phenyl-1-[[4-[2-(n-butyloxycarbonylsulfonamido)-5-isobutyl-3-thienyl]phenyl]methyl]imidazole